ClC1=NC(=CC(=C1C(=O)NC=1SC2=NC(=CC=C2N1)N1CCC(CC1)O)C1=CC=NC=C1OC)C[2H] 2-chloro-N-(5-(4-hydroxypiperidin-1-yl)thiazolo[5,4-b]pyridin-2-yl)-5'-methoxy-6-deuteromethyl-[4,4'-bipyridine]-3-carboxamide